5-[4-[[(2S)-1-isopropylazetidin-2-yl]methoxy]-2-methyl-pyrazol-3-yl]pyrazolo[1,5-a]pyridin C(C)(C)N1[C@@H](CC1)COC1=C(N(N=C1)C)C1=CC=2N(C=C1)N=CC2